C1(CC1)COC=1C=C(C=NC1)C(=O)NC1=C(C(=CC(=C1)C(N[C@@H]1[C@H](CCCC1)O)=O)F)C 5-(cyclopropylmethoxy)-N-(3-fluoro-5-{[(1S,2S)-2-hydroxycyclohexyl]carbamoyl}-2-methylphenyl)pyridine-3-carboxamide